4,5-diphenyl-1,3-dithiol C1(=CC=CC=C1)C=1SCSC1C1=CC=CC=C1